((2R,3S,5R)-5-(2-chloro-6-octanamido-9H-purin-9-yl)-2-ethynyl-3-((spiro[4.5]decane-8-carbonyl)oxy)tetrahydrofuran-2-yl)methyl spiro[4.5]decane-8-carboxylate C1CCCC12CCC(CC2)C(=O)OC[C@]2(O[C@H](C[C@@H]2OC(=O)C2CCC1(CCCC1)CC2)N2C1=NC(=NC(=C1N=C2)NC(CCCCCCC)=O)Cl)C#C